C(C)(=O)N1C2=CC=C(C=C2OC=2C=C(C=CC12)O)O 10-acetyl-3,7-dihydroxyphenoxazine